CC1=C(C=NC=C1)C1=CC=C2CNC(NC2=C1)=O 7-(4-Methylpyridin-3-yl)-3,4-dihydro-quinazolin-2(1H)-one